5-(3,4-difluorophenyl)-N-isopropylthiophene-2-carboxamide FC=1C=C(C=CC1F)C1=CC=C(S1)C(=O)NC(C)C